Cl.CNC=1C(=NC=C(C1)C(F)(F)F)N N3-methyl-5-(trifluoromethyl)pyridine-2,3-diamine hydrochloride